1-(3-Chloroazetidin-1-yl)-2-[6-[3-(difluoromethyl)-4-fluoro-phenyl]pyrazolo[4,3-b]pyridin-1-yl]ethanone ClC1CN(C1)C(CN1N=CC2=NC=C(C=C21)C2=CC(=C(C=C2)F)C(F)F)=O